C(C)(C)C1=C(C=CC=C1)C1=NC=C2NC(N(C2=N1)C(C)C1=CC=C(C=C1)B1OC(C(O1)(C)C)(C)C)=O (2-isopropylphenyl)-9-(1-(4-(4,4,5,5-tetramethyl-1,3,2-dioxaborolan-2-yl)phenyl)ethyl)-7,9-dihydro-8H-purin-8-one